6-bromo-4-(4-(2-cyanoprop-2-yl)phenylamino)quinoline-3-carboxylic acid BrC=1C=C2C(=C(C=NC2=CC1)C(=O)O)NC1=CC=C(C=C1)C(C)(C)C#N